morpholinyl-thymidine N1(CCOCC1)[C@@]1(C[C@H](O)[C@@H](CO)O1)N1C(=O)NC(=O)C(C)=C1